3-(6-Chloro-2-pyridinyl)propan-1-ol 2-(2-azabicyclo[2.2.1]heptan-2-yl)ethyl-(6-methyl-5-(2-(1-methyl-1H-pyrazol-4-yl)pyrazolo[5,1-b]thiazole-7-carboxamido)pyridin-3-yl)carbamate C12N(CC(CC1)C2)CCN(C(=O)OCCCC2=NC(=CC=C2)Cl)C=2C=NC(=C(C2)NC(=O)C=2C=NN1C2SC(=C1)C=1C=NN(C1)C)C